3-cyclopropyl-N-(1,3-diazinan-2-ylidene)-4-({3-[(oxolan-3-yl)carbamoyl]phenyl}amino)benzamide C1(CC1)C=1C=C(C(=O)N=C2NCCCN2)C=CC1NC1=CC(=CC=C1)C(NC1COCC1)=O